(R)-2-amino-6-(2-methoxy-4-(piperazin-1-ylmethyl)benzyl)-4-(pentan-2-ylamino)pyrido[4,3-d]pyrimidin-5(6H)-one NC=1N=C(C2=C(N1)C=CN(C2=O)CC2=C(C=C(C=C2)CN2CCNCC2)OC)N[C@H](C)CCC